1-heneicosanoyl-2-(9Z,12Z-heptadecadienoyl)-glycero-3-phosphoserine CCCCCCCCCCCCCCCCCCCCC(=O)OC[C@H](COP(=O)(O)OC[C@@H](C(=O)O)N)OC(=O)CCCCCCC/C=C\C/C=C\CCCC